cis-1-propyl-3-(thiophen-2-yl)cyclopentane-1-carboxylic acid C(CC)[C@@]1(C[C@H](CC1)C=1SC=CC1)C(=O)O